4-(indolin-1-yl)thiophene-2-carboxylic acid ethyl ester C(C)OC(=O)C=1SC=C(C1)N1CCC2=CC=CC=C12